CS(=O)(=O)OC1=C2N=CN(C2=NC(=N1)N1CCOCC1)C1CN(C1)S(=O)(=O)C 9-(1-(methylsulfonyl)azetidin-3-yl)-2-morpholino-9H-purin-6-yl methanesulfonate